N-[4''-(9H-carbazol-9-yl)-1,1':4',1''-terphenyl-4-yl]-N-(1,1'-biphenyl-4-yl)-9,9-dimethyl-9H-fluoren-2-amine C1=CC=CC=2C3=CC=CC=C3N(C12)C1=CC=C(C=C1)C1=CC=C(C=C1)C1=CC=C(C=C1)N(C1=CC=2C(C3=CC=CC=C3C2C=C1)(C)C)C1=CC=C(C=C1)C1=CC=CC=C1